FC1=CC=C(C(=C1C(=O)N(C)C)O)NC1=C(C(C1=O)=O)N[C@@H](C1=NC=CN=C1C)C1(CCCC1)C (R)-6-fluoro-2-hydroxy-N,N-dimethyl-3-((2-(((1-methylcyclopentyl)(3-methylpyrazin-2-yl)methyl)amino)-3,4-dioxocyclobut-1-en-1-yl)amino)benzamide